FC=1C=C(C=CC1O)C(CN1C[C@@H]2[C@H](C1)CC(C2)OC2=CC=C(C=C2)OC)=O 1-(3-fluoro-4-hydroxyphenyl)-2-((3aR,5r,6aS)-5-(4-methoxyphenoxy)hexahydrocyclopenta[c]pyrrol-2(1H)-yl)ethanone